COC(C)OC=1C=C(C=CC)C=CC1 m-(1-methoxyethoxy)-methylstyrene